C(CCC)(=O)NC=1C=C(C(=O)NC2(CC2)COC2=NC=C(C=C2Cl)C(F)(F)F)C=CN1 2-butyramido-N-(1-(((3-chloro-5-(trifluoromethyl)pyridin-2-yl)oxy)methyl)cyclopropyl)isonicotinamide